N[C@@H]1[C@@H]([C@H]2CC[C@@H](C1)N2C2=C(N=C1C(=N2)NN=C1C=1C(=C2C=C(C(=NC2=CC1)C)OC)Cl)CO)F {6-[(1R,2S,3S,5S)-3-amino-2-fluoro-8-azabicyclo[3.2.1]octan-8-yl]-3-(5-chloro-3-methoxy-2-methylquinolin-6-yl)-1H-pyrazolo[3,4-b]pyrazin-5-yl}methanol